tert-butyl 2-((1-(6,7-difluoro-1-oxo-1,2-dihydroisoquinolin-4-yl)ethyl)(methyl)carbamoyl)-5-fluoroindoline-1-carboxylate FC=1C=C2C(=CNC(C2=CC1F)=O)C(C)N(C(=O)C1N(C2=CC=C(C=C2C1)F)C(=O)OC(C)(C)C)C